C12CNCC(N1C1=CC(=C(C=C1)NC1=NC=C(C(=N1)C1=CC3=C(C(N(CCS3(=O)=O)C3COC3)=O)S1)C(F)(F)F)CC)C2 7-(2-((4-(3,6-diazabicyclo[3.1.1]heptan-6-yl)-2-ethylphenyl)amino)-5-(trifluoromethyl)pyrimidin-4-yl)-4-(oxetan-3-yl)-3,4-dihydrothieno[2,3-f][1,4]thiazepin-5(2H)-one 1,1-dioxide